6-(4-(difluoromethyl)phenyl)pyrazine-2-carboxylic acid FC(C1=CC=C(C=C1)C1=CN=CC(=N1)C(=O)O)F